OCCCCCCCCC(CCCCCCCCCC(=O)OCCCCCCC)=O heptyl 19-hydroxy-11-oxononadecanoate